COC(=O)C=1N=C(OC1C1=CNC2=CC=CC=C12)C1=CC=CC=C1 5-(1H-indol-3-yl)-2-phenyl-oxazole-4-carboxylic acid methyl ester